NC1=NN2C(C=C(C=C2)C=2C(=C(C(=O)OC)C(=CC2)C([2H])([2H])[2H])F)=N1 methyl 3-(2-amino-[1,2,4]triazolo[1,5-a]pyridin-7-yl)-2-fluoro-6-(methyl-d3)benzoate